2-(2'-hydroxy-5'-methacryloxy-ethylphenyl)-2H-benzotriazole OCCC1=C(C=C(C=C1)OC(C(=C)C)=O)N1N=C2C(=N1)C=CC=C2